tert-Butyl (4-(4-amino-7-(1-isopropyl-1H-pyrazol-4-yl)pyrrolo[2,1-F][1,2,4]triazin-5-yl)-2-methoxyphenyl)carbamate NC1=NC=NN2C1=C(C=C2C=2C=NN(C2)C(C)C)C2=CC(=C(C=C2)NC(OC(C)(C)C)=O)OC